butyl (3R,4R)-3-amino-4-ethylpyrrolidine-1-carboxylate N[C@H]1CN(C[C@H]1CC)C(=O)OCCCC